O1C(OCC1)C1=NC(=CC=C1O)CN1CCN(CC1)C1=NC=CC=N1 2-(1,3-Dioxolan-2-yl)-6-((4-(pyrimidin-2-yl)piperazin-1-yl)methyl)pyridin-3-ol